5-(2-(3,3-dimethyl-2-oxoindolin-6-ylamino)-5-methylpyrimidin-4-ylamino)benzoxazol-2(3H)-one CC1(C(NC2=CC(=CC=C12)NC1=NC=C(C(=N1)NC=1C=CC2=C(NC(O2)=O)C1)C)=O)C